C(#N)C1=C(SC2=C1CN(CC2)CC2CCCC2)NC(CC2=CC=C(C=C2)S(N)(=O)=O)=O N-(3-Cyano-5-(cyclopentylmethyl)-4,5,6,7-tetrahydrothieno[3,2-c]pyridin-2-yl)-2-(4-sulfamoylphenyl)acetamid